[4,4-dimethyl-1-(2H-tetraazol-5-yl)pentyl]amine CC(CCC(C=1N=NNN1)N)(C)C